C[C@H]1C[C@@H]([C@@H](N(C1)C(=O)OC)CO[C@@H]1CC[C@@H](CC1)C1=CC=CC=C1)C1=CC=NN1 |r| (+/-)-methyl (2R,3S,5S)-5-methyl-2-((((CIS)-4-phenylcyclohexyl)oxy)methyl)-3-(1H-pyrazol-5-yl)piperidine-1-carboxylate